oxetane triflate OS(=O)(=O)C(F)(F)F.O1CCC1